C(C)(=O)OC1=C(C(=CC(=C1)C)C)C(CC(=O)OC[C@]1(O[C@H](C[C@@H]1O)N1C2=NC(=NC(=C2N=C1)N)F)C#C)(C)C ((2R,3S,5R)-5-(6-amino-2-fluoro-9H-purin-9-yl)-2-ethynyl-3-hydroxytetrahydrofuran-2-yl)methyl 3-(2-acetoxy-4,6-dimethylphenyl)-3-methylbutanoate